FC=1C=C(C(NC1)=O)[C@@H]1N(C[C@H](C1)F)C=1C=CC=2N(N1)C(=CN2)C=2N=NC=C(C2)CCO 5-fluoro-3-((2R,4S)-4-fluoro-1-(3-(5-(2-hydroxyethyl)pyridazin-3-yl)imidazo[1,2-b]pyridazin-6-yl)pyrrolidin-2-yl)pyridin-2(1H)-one